[N+](=O)([O-])C1=CC=C(OC(=O)\N=C/2\C=[N+]([N-]O2)C2=CC=CC=C2)C=C1 (Z)-5-(((4-nitrophenoxy)carbonyl)imino)-3-phenyl-5H-1,2,3-oxadiazol-3-ium-2-ide